(1S,5R)-2-Methyl-5-(1-methylethenyl)-cyclohexen-2-ol CC1(C=C[C@@H](CC1)C(=C)C)O